3-(4-((S)-3-methylpiperazin-1-yl)phenyl)piperidine-2,6-dione C[C@H]1CN(CCN1)C1=CC=C(C=C1)C1C(NC(CC1)=O)=O